(E)-2-methyl-3,4-dihydronaphthalen-1(2H)-one oxime CC1\C(\C2=CC=CC=C2CC1)=N/O